FC=1C=C2C(=C(NC2=C(C1)F)C1=CC=C(C=C1)F)C1CC(C1)C(=O)O 3-[5,7-difluoro-2-(4-fluorophenyl)-1H-indol-3-yl]cyclobutane-carboxylic acid